ClC=1C=NN2C1N=C(C(=C2N)I)C 3-chloro-6-iodo-5-methyl-pyrazolo[1,5-a]pyrimidin-7-amine